5-mercapto-[1,3,4]-thiadiazole SC1=NN=CS1